COC1=CC=C(C=C1)C=1C=C2C=C(C(N(C2=CC1)CCN1CCOCC1)=O)C(=O)OCC ethyl 6-(4-methoxyphenyl)-1-(2-morpholinylethyl)-2-oxo-quinoline-3-carboxylate